heptan-4-yl (R)-4-((3S,8S,9S,10R,13R,14S,17R)-3-hydroxy-10,13-dimethyl-2,3,4,7,8,9,10,11,12,13,14,15,16,17-tetradecahydro-1H-cyclopenta[a]phenanthren-17-yl)pentanoate O[C@H]1CC[C@@]2([C@H]3CC[C@@]4([C@H](CC[C@H]4[C@@H]3CC=C2C1)[C@@H](CCC(=O)OC(CCC)CCC)C)C)C